C(C1=CC=CC=C1)(=O)O[C@@H]1COC2(CN(C2)C(=O)OC(C)(C)C)C1 tert-butyl (7S)-7-benzoyloxy-5-oxa-2-azaspiro[3.4]octane-2-carboxylate